(4-fluorophenyl)-1H-imidazole FC1=CC=C(C=C1)N1C=NC=C1